(R)-2-(1-propenoyl-piperidin-3-yl)-1-amino-4-(4-((4-ethylpyridin-2-yl)carbamoyl)phenyl)-1H-imidazole-5-carboxamide C(C=C)(=O)N1C[C@@H](CCC1)C=1N(C(=C(N1)C1=CC=C(C=C1)C(NC1=NC=CC(=C1)CC)=O)C(=O)N)N